8-(3-methyl-1-(oxetan-3-yl)-1H-pyrazolo[3,4-b]pyrazin-6-yl)-2-(6-(trifluoromethyl)pyridin-3-yl)-2,8-diazaspiro[4.5]decane CC1=NN(C2=NC(=CN=C21)N2CCC1(CCN(C1)C=1C=NC(=CC1)C(F)(F)F)CC2)C2COC2